O=C1C(PCC1)=O 3,2-Dioxophospholane